isopropoxyIron (II) C(C)(C)O[Fe+]